methyl (1S,3S)-3-(2-fluoro-4-(3-(hydroxymethyl)thiophen-2-yl)phenoxy)cyclohexane-1-carboxylate FC1=C(O[C@@H]2C[C@H](CCC2)C(=O)OC)C=CC(=C1)C=1SC=CC1CO